2-(2'-hydroxy-4'-propoxy-phenyl)benzotriazole OC1=C(C=CC(=C1)OCCC)N1N=C2C(=N1)C=CC=C2